FC1=CC=C(NC2=NC=C3C(=N2)N(C(N(C3)C3=CC=C(C=C3)OC)=O)[C@H]3C[C@@H](CC3)O)C=C1 7-(4-Fluoroanilino)-1-[(1R,3R)-3-hydroxycyclopentyl]-3-(4-methoxyphenyl)-4H-pyrimido[4,5-d]pyrimidin-2-one